tert-butyl (2R,4R)-4-((6-((1-(tert-butyl)-5-methyl-1H-pyrazol-3-yl)amino)-3-fluoropyridin-2-yl)methyl)-1-(2-(3-chloro-2-fluorophenyl)-2-oxoethyl)-2-methylpiperidine-4-carboxylate C(C)(C)(C)N1N=C(C=C1C)NC1=CC=C(C(=N1)C[C@@]1(C[C@H](N(CC1)CC(=O)C1=C(C(=CC=C1)Cl)F)C)C(=O)OC(C)(C)C)F